NC=1C(=CC=CC1)C.P(=O)(OC1=CNC2=CC(=CC=C12)Cl)(O)O 6-chloro-3-indolyl phosphate-toluidine salt